FC=1C(=C(C(=CC1)F)C=1C(=CN(C1C(C1=CC=C(C=C1)O)=O)C)C(=O)[O-])C 4-(3,6-Difluoro-2-methylphenyl)-5-(4-hydroxybenzoyl)-1-methylpyrrole-3-carboxylate